O=C1N[C@H]2[C@@H](OC1)CCN(C2)C(=O)N2CC(C2)COCC2=C(OCCNC(OCC1=CC=CC=C1)=O)C=CC=C2 Benzyl (2-(2-(((1-((4aR,8aS)-3-oxooctahydro-2H-pyrido[4,3-b][1,4]oxazine-6-carbonyl)azetidin-3-yl)methoxy)methyl)phenoxy)ethyl)carbamate